O=C([C@H](CCNC(OC(C)(C)C)=O)NC(OC(C)(C)C)=O)N1CCNCC1 di-tert-butyl [(3S)-4-oxo-4-(piperazin-1-yl)butane-1,3-diyl]biscarbamate